CC1=CC=C(C=C1)S(=O)(=O)OCC1(CC1)S(=O)(=O)C1(COC(OC1)(C)C)C (1-((2,2,5-trimethyl-1,3-dioxan-5-yl)sulfonyl)cyclopropyl)methyl 4-methylbenzenesulfonate